(propane-1,3-diylbis(oxy))bis(propane-3,1-diyl) dibenzoate C(C1=CC=CC=C1)(=O)OCCCOCCCOCCCOC(C1=CC=CC=C1)=O